FC(CN1N=CC=2C1=NC(=NC2)N2CC(CCC2)COC=2C(=NC=CC2)C(F)(F)F)F 1-(2,2-difluoroethyl)-6-(3-(((2-(trifluoromethyl)pyridin-3-yl)oxy)methyl)piperidin-1-yl)-1H-pyrazolo[3,4-d]pyrimidine